2-(methylsulfonylamino)benzoic acid CS(=O)(=O)NC1=C(C(=O)O)C=CC=C1